6-(Trifluoromethyl)-1,3,8-triazaspiro[4.5]decane-2,4-dione FC(C1C2(C(NC(N2)=O)=O)CCNC1)(F)F